CC(CN)C1=CC=CC=C1 β-methyl-phenethylamine